4-((5-fluoro-4-(3-(3-oxomorpholino)phenyl)pyrimidin-2-yl)amino)cyclohexane-1-carboxamide FC=1C(=NC(=NC1)NC1CCC(CC1)C(=O)N)C1=CC(=CC=C1)N1C(COCC1)=O